FC(F)SC=1C=C(OC2=CC(=C(C=C2C)N=CN(C)CC)C)C=CC1 N'-(4-{3-[(difluoromethyl)-sulfanyl]phenoxy}-2,5-dimethylphenyl)-N-ethyl-N-methylimidoformamide